OC(CCN1N=C2C=C(C(=CC2=C1)NC(=O)C=1N=C(SC1)C1=CC=NC=C1)C=1C=NC=C(C(=O)O)C1)(C)C 5-(2-(3-hydroxy-3-methylbutyl)-5-(2-(pyridin-4-yl)thiazole-4-carboxamido)-2H-indazol-6-yl)nicotinic acid